ClC=1C=CC2=C(C=C(O2)C(=O)NC[C@@H]2CC[C@H](CC2)C=2OC(=NN2)C2=CC=C(C=C2)Cl)C1 trans-5-chloro-N-((4-(5-(4-chlorophenyl)-1,3,4-oxadiazol-2-yl)cyclohexyl)methyl)benzofuran-2-carboxamide